FC1=C(OC2=C(C=C(C=N2)N2C(CCC2=O)=O)C2=CN(C=3C(NC=CC32)=O)C)C=CC(=C1)F 1-(6-(2,4-difluorophenoxy)-5-(1-methyl-7-oxo-6,7-dihydro-1H-pyrrolo[2,3-c]pyridin-3-yl)pyridin-3-yl)pyrrolidine-2,5-dione